2,2,2-trichloroethyl methacrylate C(C(=C)C)(=O)OCC(Cl)(Cl)Cl